COC(=O)C=1C=C(C=C(C1C)[N+](=O)[O-])C1=CC=C(C=C1)CN1CCOCC1 4-Methyl-4'-(morpholinomethyl)-5-nitro-(1,1'-biphenyl)-3-carboxylic acid methyl ester